CC1=NNC(=C1C=1C=CC(=NC1F)NC([C@H](C1CCC(CC1)C)NC(=O)C=1N(N=CC1)CCC)=O)C N-[(1S)-2-[[5-(3,5-dimethyl-1H-pyrazol-4-yl)-6-fluoro-2-pyridyl]amino]-1-(4-methylcyclohexyl)-2-oxo-ethyl]-2-propyl-pyrazole-3-carboxamide